CON=C1CCCC2=CC(=CC(=C12)Br)OC 8-Bromo-6-methoxy-3,4-dihydronaphthalen-1(2H)-one O-methyl oxime